ClCCS(=O)(=O)C1=C(C=CC=C1C)C 2-((2-chloroethyl)Sulfonyl)-1,3-dimethylbenzene